C(C1=CC=CC=C1)N1CC=2C(N(C=3N(C2CC1)C=CN3)CC3=CC=C(C=C3)OC)=O 7-benzyl-4-(4-methoxybenzyl)-6,7,8,9-tetrahydroimidazo[1,2-a]pyrido[3,4-e]pyrimidin-5(4H)-one